ClC=1C=C(C=NC1Cl)CN1C(C2=CC=CC=C2C1=O)=O 2-[(5,6-dichloro-3-pyridinyl)methyl]isoindoline-1,3-dione